C(C)C=1C(=[N+](C=CC1)[O-])C(=O)OC 3-ethyl-2-(methoxycarbonyl)pyridine 1-oxide